C(CCCCCCCCCCC)C(C(C(O)CCCCCCCCCCCC)O)O Didodecyl-Glycerol